The molecule is a methyladenosine carrying a methyl substituent at position 1. It has a role as a human metabolite. It derives from an adenosine. CN1C=NC2=C(C1=N)N=CN2[C@H]3[C@@H]([C@@H]([C@H](O3)CO)O)O